CNC=1N=CC=C2C=C(N=CC12)NC(OC(C)(C)C)=O tert-butyl (8-(methylamino)-2,7-naphthyridin-3-yl)carbamate